N1-methylbenzene-1,2,4-triamine CNC=1C(=CC(=CC1)N)N